(2-amino-4-chloro-7,8-dihydro-[1,4]dioxino[2',3':3,4]benzo[1,2-d]thiazol-7-yl)acetic acid methyl ester COC(CC1OC2=C(C3=C(N=C(S3)N)C(=C2)Cl)OC1)=O